(R)-1-(4-(2,6-dioxopiperidin-3-yl)-5-fluoro-2,3-dihydrobenzofuran-7-yl)azetidin-3-yl (5-chloro-2-fluorophenyl)carbamate ClC=1C=CC(=C(C1)NC(OC1CN(C1)C1=CC(=C(C=2CCOC21)[C@@H]2C(NC(CC2)=O)=O)F)=O)F